1-Nitropyrene [N+](=O)([O-])C1=CC=C2C=CC3=CC=CC4=CC=C1C2=C34